O[C@H](CS(=O)(=O)NC1CC(C1)N(C=1C2=C(N=CN1)NC=C2)C)C (S)-2-Hydroxy-N-(3-(methyl(7H-pyrrolo[2,3-d]pyrimidin-4-yl)amino)cyclobut-yl)propane-1-sulfonamide